CC1=NN2C(N=C(C3=CC=CC=C23)C2=C(C(=O)O)C=CC=C2)=C1 (2-methylpyrazolo[1,5-a]quinazolin-5-yl)benzoic acid